tert-butyl-2-(2-oxo-3H-1,3-benzoxazol-6-yl)-N-(4-phenylbutyl)-2,7-diazaspiro[3.5]nonane-7-carboxamide 2-(3-hydroxy-4-nitrophenyl)-2,7-diazaspiro[3.5]nonane-7-carboxylate OC=1C=C(C=CC1[N+](=O)[O-])N1CC2(C1)CCN(CC2)C(=O)O.C(C)(C)(C)C2N(CC21CCN(CC1)C(=O)NCCCCC1=CC=CC=C1)C1=CC2=C(NC(O2)=O)C=C1